2-cyclopropyl-1'-((7-ethyl-6-carbonyl-5,6-dihydro-1,5-naphthyridin-3-yl)methyl)-N-methyl-1',2',3',6'-tetrahydro-[3,4'-bipyridine]-6-carboxamide C1(CC1)C1=NC(=CC=C1C=1CCN(CC1)CC=1C=NC=2C=C(C(NC2C1)=C=O)CC)C(=O)NC